3-oxo-7-(trifluoromethyl)isoindoline-5-carbaldehyde O=C1NCC2=C(C=C(C=C12)C=O)C(F)(F)F